COC1=NC=CC(=C1)C1=C(C(=O)O)C(=CC=C1)C(F)(F)F 2-(2-methoxypyridin-4-yl)-6-(trifluoromethyl)benzoic acid